(1S,3S)-3-methoxycyclopentan-1-amine hydrochloride Cl.CO[C@@H]1C[C@H](CC1)N